N-(3-Hydroxybutyl)-5-(1-methyl-1H-pyrazol-3-yl)-6-[4-(trifluoromethyl)phenoxy]pyridine-3-carboxamide OC(CCNC(=O)C=1C=NC(=C(C1)C1=NN(C=C1)C)OC1=CC=C(C=C1)C(F)(F)F)C